trans-5-(2-(3-chloro-4-fluoro-5-((S)-3-methoxypyrrolidin-1-yl)phenyl)cyclopropyl)-2,2'-bipyrimidine ClC=1C=C(C=C(C1F)N1C[C@H](CC1)OC)[C@H]1[C@@H](C1)C=1C=NC(=NC1)C1=NC=CC=N1